1,1-dichloro-3,3-dibutyl-1,3-disilacyclohexane Cl[Si]1(C[Si](CCC1)(CCCC)CCCC)Cl